1-(5-bromopyridin-3-yl)-3,3-difluoropropan-1-amine BrC=1C=C(C=NC1)C(CC(F)F)N